NC(C(=O)N[C@@H](C(=O)N1C[C@](CCC1)(C(=O)N(N(C)C)C)CC1=CC=CC=C1)CC1=CNC2=CC=CC=C12)(C)C 2-Amino-N-[(1R)-2-[(3R)-3-benzyl-3-(N,N',N'-trimethylhydrazinocarbonyl)piperidin-1-yl]-1-(1H-indol-3-ylmethyl)-2-oxoethyl]-2-methylpropionamide